BrC1=CC=C(C=C1)NS(=O)(=O)C=1C=C(C(=O)NCCCCO)C=CC1 3-(N-(4-bromophenyl)sulfamoyl)-N-(4-hydroxybutyl)benzamide